[N+](=O)([O-])C1=C(C=CC=C1)S(=O)(=O)N o-Nitrophenylsulfonamide